CSCCCCC[C@@H](C(=O)O)N(O)O The molecule is an N,N-dihydroxy-L-polyhomomethionine in which there are five methylene groups between the alpha-carbon and sulfur atoms. It is a N,N-dihydroxy-L-polyhomomethionine and a N,N-dihydroxytrihomomethionine. It is a conjugate acid of a N,N-dihydroxy-L-trihomomethioninate.